O1C2=C(OCC1)C=C(C=C2)C=2C=NC(=C(C(=O)NC=1C=C(C=CC1)[S@](=O)(C)=NC(OC(C)(C)C)=O)C2C)OC=2C(=NC(=CC2)F)C tert-butyl (R)-((3-(5-(2,3-dihydrobenzo[b][1,4]dioxin-6-yl)-2-((6-fluoro-2-methylpyridin-3-yl)oxy)-4-methylnicotinamido)phenyl)(methyl)(oxo)-λ6-sulfaneylidene)carbamate